NC1=C(C=C(C=N1)C=1C=NC=CC1)O[C@H](C)C=1C=C(C=CC1)NC(C1=CC(=CC=C1)S(=O)(=O)C)=O (R)-N-(3-(1-((6-amino-[3,3-bipyridin]-5-yl)oxy)ethyl)phenyl)-3-(methylsulfonyl)benzamide